N-((1S,2R,3R,4R)-1-(aminomethyl)-2,3-dihydroxy-6,8-dioxabicyclo[3.2.1]octan-4-yl)-1,1,1-trifluoromethanesulfonamide NC[C@@]12[C@@H]([C@@H]([C@H](C(OC1)O2)NS(=O)(=O)C(F)(F)F)O)O